C(C1=CC=CC=C1)OCCN1[C@@H](COC2=CC(=NC(NS(C=3C=CC=C(C1=O)C3)(=O)=O)=N2)C2=C(C=CC=C2C)C)CC(C)C (11R)-12-(2-Benzyloxyethyl)-6-(2,6-dimethylphenyl)-11-isobutyl-2,2-dioxo-9-oxa-2λ6-thia-3,5,12,19-tetrazatricyclo[12.3.1.14,8]nonadeca-1(18),4(19),5,7,14,16-hexaen-13-one